(3-amino-1-methyl-1H-pyrazol-4-yl)(6-(5-(2-methoxyquinoline-6-yl)pyridin-3-yl)-2,6-diazaspiro[3.3]heptane-2-yl)methanone NC1=NN(C=C1C(=O)N1CC2(C1)CN(C2)C=2C=NC=C(C2)C=2C=C1C=CC(=NC1=CC2)OC)C